CC1=CC(=NN1C1=CC=C(C=C1)OC(F)(F)F)C1CCC(CC1)=O 4-[5-methyl-1-[4-(trifluoromethoxy)phenyl]pyrazol-3-yl]cyclohexanone